P(=O)(OC[N+]1=C(C(=CC=C1)C1=CC(=NO1)CC=1C=NC(=C(C1)F)NC1=C(C=CC=C1)F)N)(O)[O-] (2-amino-3-(3-((5-fluoro-6-((2-fluorophenyl)amino)pyridin-3-yl)methyl)isoxazol-5-yl)pyridin-1-ium-1-yl)methyl hydrogen phosphate